tert-Butyl (R)-4-((S)-1-amino-2-hydroxyethyl)-2-oxopyrrolidine-1-carboxylate N[C@H](CO)[C@@H]1CC(N(C1)C(=O)OC(C)(C)C)=O